(3S)-3-methoxypiperidine hydrochloride Cl.CO[C@@H]1CNCCC1